ICCCCCCCCCCCCCCCC 1-iodohexadecane